(5-(1-(2-(4-chlorophenoxy)acetyl)-1,2,5,6-tetrahydropyridin-4-yl)-3-benzyloxy-pyridine-2-carbonyl)glycine methyl ester COC(CNC(=O)C1=NC=C(C=C1OCC1=CC=CC=C1)C1=CCN(CC1)C(COC1=CC=C(C=C1)Cl)=O)=O